BrC1=CC(=C(C=C1)N1C(=NC2=CC(=C(C=C2C1=O)/C=C/C(=O)NO)F)CC)C (E)-3-(3-(4-bromo-2-methylphenyl)-2-ethyl-7-fluoro-4-oxo-3,4-dihydroquinazolin-6-yl)-N-hydroxyacrylamide